(R)-2-chloro-4-(((1r,3R)-3-(hydroxymethyl)cyclobutyl)amino)-6,7-dihydrothieno[3,2-d]pyrimidine 5-oxide ClC=1N=C(C2=C(N1)CC[S@]2=O)NC2CC(C2)CO